FC1=CC=CC(=N1)C=1C=C2C(=NC1)N(C(N2CC(CC)=O)=O)C(C2=CC=CC=C2)(C2=CC=CC=C2)C2=CC=CC=C2 6-(6-Fluoropyridin-2-yl)-1-(2-oxobutyl)-3-trityl-1,3-dihydro-2H-imidazo[4,5-b]pyridin-2-one